ClC=1C=C(C=NC1C1OCCC1)N 5-chloro-6-tetrahydrofuran-2-yl-pyridin-3-amine